6-methyl-2-oxo-1-(3-trifluoromethyl-phenyl)-1,2-dihydro-pyridine-3,5-dicarboxylic acid CC1=C(C=C(C(N1C1=CC(=CC=C1)C(F)(F)F)=O)C(=O)O)C(=O)O